C(CC(=O)N)C(C(=O)O)N gamma-Glutamine